2,3,4,5-tetramethylstyrene CC1=C(C=C)C=C(C(=C1C)C)C